D-7-methoxy-6-nitro-1,2,3,4-tetrahydroisoquinoline COC1=C(C=C2CCNCC2=C1)[N+](=O)[O-]